N,N'-bis(3-methylphenyl)-N,N'-bis(phenyl)-9,9-diphenyl-fluorene CC1=CC(=CC=C1)N(C2=CC=CC=C2)C3=CC4=C(C=C3)C5=C(C4(C6=CC=CC=C6)C7=CC=CC=C7)C=C(C=C5)N(C8=CC=CC=C8)C9=CC=CC(=C9)C